(azetidin-3-yl)-5-(4-chloro-2-fluoro-phenyl)pyridine tert-butyl-(Z)-(2-(((cyanoimino)(methylthio)methyl)amino)pyridin-4-yl)((6-cyclopropylimidazo[1,2-a]pyridin-2-yl)methyl)carbamate C(C)(C)(C)OC(N(CC=1N=C2N(C=C(C=C2)C2CC2)C1)C1=CC(=NC=C1)N/C(/SC)=N/C#N)=O.N1CC(C1)C1=NC=C(C=C1)C1=C(C=C(C=C1)Cl)F